Methyl (S)-3-((S)-2-(5-(2-(dimethylamino)ethyl)-2-oxopyridin-1(2H)-yl)pent-4-enamido)-3-(2'-methyl-6'-(pent-4-en-1-yloxy)-[1,1'-biphenyl]-3-yl)propanoate CN(CCC=1C=CC(N(C1)[C@H](C(=O)N[C@@H](CC(=O)OC)C=1C=C(C=CC1)C1=C(C=CC=C1OCCCC=C)C)CC=C)=O)C